1-(4-(3-(4-Cyano-3-(trifluoromethyl)phenyl)-5,5-dimethyl-4-oxo-2-thioxoimidazolidin-1-yl)phenyl)piperidin-4-yl 4-methylbenzenesulfonate CC1=CC=C(C=C1)S(=O)(=O)OC1CCN(CC1)C1=CC=C(C=C1)N1C(N(C(C1(C)C)=O)C1=CC(=C(C=C1)C#N)C(F)(F)F)=S